OCCC1=NC(=C(C(=N1)NC1=NNC2=CC(=CC=C12)[C@@H]1C[C@@]12C(NC1=CC=C(C=C21)OC)=O)OC)N2CCOCC2 (1R,2S)-2-(3-{[2-(2-hydroxyethyl)-5-methoxy-6-(morpholin-4-yl)pyrimidin-4-yl]amino}-1H-indazol-6-yl)-5'-methoxyspiro[cyclopropan-1,3'-indol]-2'(1'H)-one